2-[4-({[(2S)-ethylpyrrolidin-2-yl]methyl}amino)pyrido[3,4-d]pyridazin-1-yl]-5-(trifluoromethyl)phenol C(C)N1[C@@H](CCC1)CNC=1N=NC(=C2C1C=NC=C2)C2=C(C=C(C=C2)C(F)(F)F)O